5-(5,5'-Difluoro-6'-methyl-[3,4'-bipyridyl]-2'-yl)-3-(4-fluorophenyl)-1,2,4-oxadiazole FC=1C=C(C=NC1)C1=CC(=NC(=C1F)C)C1=NC(=NO1)C1=CC=C(C=C1)F